(1RS,2SR)-(2-HYDROXY-3,5,5-TRIMETHYL-3-CYCLOPENTENYL)METHYLCARBOXYLAT O[C@H]1[C@@H](C(C=C1C)(C)C)CC(=O)[O-] |r|